ClC1=C(N=NN1C1C(NC(CC1)=O)=O)C1=CSC=C1 3-[5-chloro-4-(thiophen-3-yl)-1H-1,2,3-triazol-1-yl]piperidine-2,6-dione